NC1=CC=C(N=N1)C1CCN(CC1)C(=O)C1=NC=C(C(=C1)OC)OCC1=C(C=CC=C1)F [4-(6-Amino-pyridazin-3-yl)-piperidin-1-yl]-[5-(2-fluoro-benzyloxy)-4-methoxy-pyridin-2-yl]-methanone